Cl.N=1N=CN2C1CNCC2 5H,6H,7H,8H-[1,2,4]triazolo[4,3-a]pyrazine hydrochloride